3-iodo-6-methyl-1-(tetrahydro-2H-pyran-2-yl)-1H-indazole-5-ol IC1=NN(C2=CC(=C(C=C12)O)C)C1OCCCC1